BrCCCCCCOC(O[Si](OCC(CCCCCCCC)CCCCCC)(C)C)CCCCCCC 1-bromo-8-heptyl-13-hexyl-10,10-dimethyl-7,9,11-trioxa-10-silaheneicosane